3-(7-((1-(5-chloro-4-((1-methyl-2-oxoindolin-5-yl)amino)pyrimidin-2-yl)piperidin-4-yl)(methyl)amino)-1-methyl-1H-indazol-3-yl)piperidine ClC=1C(=NC(=NC1)N1CCC(CC1)N(C=1C=CC=C2C(=NN(C12)C)C1CNCCC1)C)NC=1C=C2CC(N(C2=CC1)C)=O